(3R)-3-{5,6-dimethyl-2-[trans-4-(trifluoromethyl)cyclohexyl]pyrazolo[1,5-a]pyrimidin-7-yl}piperidine CC1=NC=2N(C(=C1C)[C@H]1CNCCC1)N=C(C2)[C@@H]2CC[C@H](CC2)C(F)(F)F